1,3,5-tris(4-tert.butyl-3-hydroxy-2,6-dimethylbenzyl)-1,3,5-triazine-2,4,6(1H,3H,5H)-trione C(C)(C)(C)C1=C(C(=C(CN2C(N(C(N(C2=O)CC2=C(C(=C(C=C2C)C(C)(C)C)O)C)=O)CC2=C(C(=C(C=C2C)C(C)(C)C)O)C)=O)C(=C1)C)C)O